3-Bromo-5-[[5-[5-cyano-2-(hydroxymethyl)phenyl]-2-methoxy-3-pyridyl]sulfamoyl]-4-methoxy-benzoic acid BrC=1C=C(C(=O)O)C=C(C1OC)S(NC=1C(=NC=C(C1)C1=C(C=CC(=C1)C#N)CO)OC)(=O)=O